(3-amino-5H-pyrrolo[2,3-b]pyrazin-2-yl)-imidazol-1-yl-methanone NC1=C(N=C2C(=N1)NC=C2)C(=O)N2C=NC=C2